7-Bromo-2,3-dihydrobenzofuran-3-ol BrC1=CC=CC=2C(COC21)O